(R)-2-(methylthio)-1-((R)-2-(5-(p-tolyl)-1H-imidazol-2-yl)piperidin-1-yl)propan-1-one CS[C@@H](C(=O)N1[C@H](CCCC1)C=1NC(=CN1)C1=CC=C(C=C1)C)C